2,7-di(pyridin-4-yl)acridine N1=CC=C(C=C1)C1=CC2=CC3=CC(=CC=C3N=C2C=C1)C1=CC=NC=C1